(2R,5S)-tert-butyl 4-(11-bromo-10-chloro-3-((methylsulfonyl)oxy)-6-oxo-2,3,4,6-tetrahydro-[1,4]oxazepino[2,3,4-ij]quinazolin-8-yl)-2,5-dimethylpiperazine-1-carboxylate BrC1=C(C=C2C(=NC(N3C2=C1OCC(C3)OS(=O)(=O)C)=O)N3C[C@H](N(C[C@@H]3C)C(=O)OC(C)(C)C)C)Cl